ClC=1C=C(NC2(CCC3(C(=CC4=CC=CC=C34)COCCC3=CC=C(C=C3)Cl)CC2)C(=O)O)C=CC1 (1s,4s)-4-(3-chloroanilino)-2'-{[2-(4-chlorophenyl)ethoxy]methyl}spiro[cyclohexane-1,1'-indene]-4-carboxylic acid